1-(3-(3-(1H-pyrazol-4-yl)quinoxaline-6-carbonyl)-2-fluorophenyl)-3-(4-chloro-3-fluorophenyl)urea N1N=CC(=C1)C=1C=NC2=CC=C(C=C2N1)C(=O)C=1C(=C(C=CC1)NC(=O)NC1=CC(=C(C=C1)Cl)F)F